(4-hydroxy-4-methylpiperidin-1-yl)(4-(8,9,10,11-tetrahydro-3H-pyrazolo[4,3-a]phenanthridin-7-yl)phenyl)methanone OC1(CCN(CC1)C(=O)C1=CC=C(C=C1)C1=NC2=CC=C3C(=C2C=2CCCCC12)C=NN3)C